N-(2-(2-hydroxy-propan-2-yl)benzyl)-1-(5-methyl-2-((tetrahydro-2H-pyran-4-yl)amino)-pyrimidin-4-yl)-1H-imidazole-4-carboxamide OC(C)(C)C1=C(CNC(=O)C=2N=CN(C2)C2=NC(=NC=C2C)NC2CCOCC2)C=CC=C1